N-(2-(1-((5-(2,4-dioxotetrahydropyrimidin-1(2H)-yl)pyridin-2-yl)methyl)piperidin-4-yl)-5-(2-hydroxypropane-2-yl)benzo[d]oxazol-6-yl)-6-(trifluoromethyl)nicotinamide O=C1N(CCC(N1)=O)C=1C=CC(=NC1)CN1CCC(CC1)C=1OC2=C(N1)C=C(C(=C2)NC(C2=CN=C(C=C2)C(F)(F)F)=O)C(C)(C)O